4-(2-hydroxyethyl)piperidine-4-ol hydrochloride Cl.OCCC1(CCNCC1)O